4-fluoro-1-(3-fluorophenyl)-1H-indazole-5-carboxylic acid FC1=C2C=NN(C2=CC=C1C(=O)O)C1=CC(=CC=C1)F